BrC1=CC(=C2N(C1=O)C(NC2=O)(C)C2CCCC2)Cl 6-bromo-8-chloro-3-cyclopentyl-3-methyl-2H-imidazo[1,5-a]pyridine-1,5-dione